ClC=1C2=C(N=CN1)N(C(=C2C2=NOC(=C2)C2CC2)/C=C/C(=O)OCC2=CC=CC=C2)C(C)C benzyl (E)-3-(4-chloro-5-(5-cyclopropylisoxazol-3-yl)-7-isopropyl-7H-pyrrolo[2,3-d]pyrimidin-6-yl)acrylate